C(=O)(O)C(CC=1C=C(OCC(CN(CC=2C=C(C=CC2)CC(C(=O)O)C2CNCC2)CC=2C=C(C=CC2)CC(C(=O)O)C2CNCC2)=O)C=CC1)C1CNCC1 3,3'-((((3-(3-(2-carboxy-2-(pyrrolidin-3-yl)ethyl)phenoxy)-2-oxopropyl)azanediyl)bis(methylene))bis(3,1-phenylene))bis(2-(pyrrolidin-3-yl)propanoic acid)